C(CCCCCCCCCCCCCCCCC)OC(CCC1=CC(=C(C(=C1)C(C)(C)C)O)C(C)(C)C)=O β-(4-hydroxy-3,5-di-tert-butylphenyl)propionic acid n-octadecyl ester